COC([C@H](OC)OC1=NN(C(=C1Br)C=1C=NC(=CC1)F)C1=C(C=CC=C1)F)=O |r| (2RS)-{[4-bromo-1-(2-fluorophenyl)-5-(6-fluoropyridin-3-yl)-1H-pyrazol-3-yl]oxy}(methoxy)acetic acid methyl ester